aminooxy benzyl thioether C(C1=CC=CC=C1)SON